cis-((+/-)-3-Amino-4-hydroxypiperidin-1-yl)(2-(1-ethyl-1H-indol-2-yl)-1-methyl-1H-benzo[d]imidazol-5-yl)methanon N[C@@H]1CN(CC[C@@H]1O)C(=O)C1=CC2=C(N(C(=N2)C=2N(C3=CC=CC=C3C2)CC)C)C=C1 |r|